methyl 6-(4-(((5-cyclopropyl-3-(2,6-dichlorophenyl) isoxazol-4-yl) methoxy) methyl)-4-fluoropiperidin-1-yl)-1-methyl-1H-indole-3-carboxylate C1(CC1)C1=C(C(=NO1)C1=C(C=CC=C1Cl)Cl)COCC1(CCN(CC1)C1=CC=C2C(=CN(C2=C1)C)C(=O)OC)F